3-((2-((S)-(4,4-difluorocyclohexyl)(1-ethyl-1H-pyrazole-5-carboxamido)methyl)imidazo[1,2-b]pyridazin-6-yl)methyl)-5,5-difluoro-2-oxopiperidine-3-carboxylic acid FC1(CCC(CC1)[C@@H](C=1N=C2N(N=C(C=C2)CC2(C(NCC(C2)(F)F)=O)C(=O)O)C1)NC(=O)C1=CC=NN1CC)F